N=1C=CN2C1C=CC(=C2)C2=CNC=1N=C(N=CC12)NC1CC(C1)(C)C(=O)N1CCCC1 ((1r,3r)-3-((5-(imidazo[1,2-a]pyridin-6-yl)-7H-pyrrolo[2,3-d]pyrimidin-2-yl)amino)-1-methylcyclobutyl)(pyrrolidin-1-yl)methanone